C(C)(C)(C)OC(=O)N(N)C([C@H](C(C)C1=C(C(=CC=C1F)C)C)N1S(C2=C(CC1)C=CC(=C2)Cl)(=O)=O)=O ((2S)-2-(7-chloro-1,1-dioxo-3,4-dihydro-2H-benzo[e][1,2]thiazin-2-yl)-3-(6-fluoro-2,3-dimethylphenyl)butanoyl)hydrazine-1-carboxylic acid tert-butyl ester